FC1=CC(=C(C=C1)N1N=C(C(=C1)OCC)C(=O)Cl)C 1-(4-fluoro-2-methylphenyl)-4-ethoxy-1H-pyrazole-3-carbonyl chloride